tert-butyl (5-chloro-2-(difluoromethoxy)pyridin-3-yl)carbamate ClC=1C=C(C(=NC1)OC(F)F)NC(OC(C)(C)C)=O